(3S)-N-{2-fluoro-4-methyl-5-[8-(morpholin-4-yl)imidazo[1,2-a]pyridin-6-yl]phenyl}-1-isopropylpyrrolidine-3-carboxamide FC1=C(C=C(C(=C1)C)C=1C=C(C=2N(C1)C=CN2)N2CCOCC2)NC(=O)[C@@H]2CN(CC2)C(C)C